BrC=1N=C(N(N1)C1=NC=CC=N1)C(C)NC(C1=CC(=CC(=C1)C(F)(F)F)C(F)(F)F)=O N-[1-(5-bromo-2-pyrimidin-2-yl-1,2,4-triazol-3-yl)ethyl]-3,5-bis(trifluoromethyl)benzamide